3-(2,3-Dihydrobenzofuran-5-yl)-3-(4-hydroxyphenyl)-7-(trifluoromethyl)-1,3-dihydro-2H-pyrrolo[2,3-c]pyridin-2-one O1CCC2=C1C=CC(=C2)C2(C(NC1=C(N=CC=C12)C(F)(F)F)=O)C1=CC=C(C=C1)O